6-bromo-7-chloro-N,N-dimethyl-1,3-benzothiazol-2-amine BrC1=C(C2=C(N=C(S2)N(C)C)C=C1)Cl